6-(3-cyclopropyl-1-(trans-3-ethynylcyclobutyl)-1H-pyrazol-4-yl)-3-fluoro-2-methylpyridine C1(CC1)C1=NN(C=C1C1=CC=C(C(=N1)C)F)[C@@H]1C[C@H](C1)C#C